N[C@H]1CC=CC[C@@H]1C1=C(C2=NC(=CC(=C2S1)NCC1=CSC=C1)Cl)C 2-((1S,6S)-6-aminocyclohex-3-en-1-yl)-5-chloro-3-methyl-N-(thiophen-3-ylmethyl)thieno[3,2-b]pyridin-7-amine